8-(dibenzo[b,d]thiophen-2-yl-d7)dibenzo[b,d]furan C1(=C(C(=C(C=2SC3=C(C21)C(=C(C(=C3[2H])[2H])[2H])[2H])[2H])[2H])C=3C=CC2=C(C1=C(O2)C=CC=C1)C3)[2H]